1-(2-Hydroxy-2-methylpropyl)azetidin-3-yl(8-amino-7-fluoro-6-(8-methyl-2,3-dihydro-1H-pyrido[2,3-b][1,4]oxazin-7-yl)isoquinolin-3-yl)carbamate OC(CN1CC(C1)N(C([O-])=O)C=1N=CC2=C(C(=C(C=C2C1)C1=C(C2=C(OCCN2)N=C1)C)F)N)(C)C